[N+](=O)([O-])C=1C=CC=2C=CC3=CC=CC=C3C2C1 3-nitro-Phenanthrene